OCCOC1=C(C=C(C=C1)CCCO)OC 3-(4-(2-hydroxyethoxy)-3-methoxyphenyl)propan-1-ol